N-((S)-3-(3,4-dihydroisoquinolin-2(1H)-yl)-2-hydroxypropyl)-6-((1-(4-((2-(2,6-dioxopiperidin-3-yl)-1-oxoisoindolin-4-yl)amino)butanoyl)piperidin-4-yl)amino)pyrimidine-4-carboxamide C1N(CCC2=CC=CC=C12)C[C@H](CNC(=O)C1=NC=NC(=C1)NC1CCN(CC1)C(CCCNC1=C2CN(C(C2=CC=C1)=O)C1C(NC(CC1)=O)=O)=O)O